4-((2-fluorophenyl)ethynyl)-N-((tetrahydro-2H-pyran-4-yl)methyl-d2)benzamide FC1=C(C=CC=C1)C#CC1=CC=C(C(=O)NC([2H])([2H])C2CCOCC2)C=C1